CC=1SC(=CN1)C=1N=C(C=2OCCNC2N1)NC1CC=2C3=C(NC2CC1)C=CC=N3 2-(2-methylthiazol-5-yl)-N-(6,7,8,9-tetrahydro-5H-pyrido[3,2-b]indol-8-yl)-7,8-dihydro-6H-pyrimido[5,4-b][1,4]oxazin-4-amine